ClC=1C(=C(C2=C(N(CCCO2)C)C1)C(=O)O)OC 7-chloro-8-methoxy-5-methyl-2,3,4,5-tetrahydro-1,5-benzoxazepine-9-carboxylic acid